(octane-1,8-diylbis(sulfanediyl))bis(hexane-6,1-diyl) bis(3-((2-(dimethylamino)ethyl)thio)-4-(3-((2-(dimethylamino)ethyl)thio)-4-methylpentyl)cyclohexanecarboxylate) CN(CCSC1CC(CCC1CCC(C(C)C)SCCN(C)C)C(=O)OCCCCCCSCCCCCCCCSCCCCCCOC(=O)C1CC(C(CC1)CCC(C(C)C)SCCN(C)C)SCCN(C)C)C